[CH2+]CCCCCCCCC decylium